2-methyl-N-(1-(trifluoromethyl)cyclopropyl)benzamide CC1=C(C(=O)NC2(CC2)C(F)(F)F)C=CC=C1